O1C(=NC=C1)N1CC2(C1)OC[C@H](C2)N2CCC(CC2)C2=C(C=CC=C2)C2CCOCC2 (S)-2-(oxazol-2-yl)-7-(4-(2-(tetrahydro-2H-pyran-4-yl)phenyl)piperidin-1-yl)-5-oxa-2-azaspiro[3.4]octane